2-((N,N-dimethyl-sulfamoyl)amino)-5-(trifluoromethyl)benzoic acid CN(S(=O)(=O)NC1=C(C(=O)O)C=C(C=C1)C(F)(F)F)C